COC(C1=CC(=C(C=C1)C1=C(N(C2=CC=CC(=C12)OCC1=CC=CC=C1)C1=CC(=C(C=C1)F)F)C1CCOCC1)C#N)=O 4-[4-benzyloxy-1-(3,4-difluorophenyl)-2-tetrahydropyran-4-yl-indol-3-yl]-3-cyano-benzoic acid methyl ester